N(=[N+]=[N-])C1=C(C=CC=C1)C#CC(C=1C=C(C=CC1)C)NS(=O)(=O)C N-(3-(2-azidophenyl)-1-(m-tolyl)prop-2-yn-1-yl)methanesulfonamide